3,4,5-Tris(acetoxy)-6-[3-(2,3-dihydro-1,4-benzodioxin-6-ylmethyl)-4-methylphenyl]oxan-2-yl acetate C(C)(=O)OC1OC(C(C(C1OC(C)=O)OC(C)=O)OC(C)=O)C1=CC(=C(C=C1)C)CC1=CC2=C(OCCO2)C=C1